6-(hydroxymethyl)pyridine-2-sulfonamide OCC1=CC=CC(=N1)S(=O)(=O)N